tert-butyl 4-((1-(3-(2,6-dioxopiperidin-3-yl)-1-methyl-1H-indazole-7-carbonyl)piperidin-4-yl)methyl)piperazine-1-carboxylate O=C1NC(CCC1C1=NN(C2=C(C=CC=C12)C(=O)N1CCC(CC1)CN1CCN(CC1)C(=O)OC(C)(C)C)C)=O